FC1=CC=C(C=C1)C1=NN(C=C1C=1C2=C(N=CN1)OC(=C2)I)C2S(CC2)(=O)=O [3-(4-fluorophenyl)-4-{6-iodofuro[2,3-d]pyrimidin-4-yl}pyrazol-1-yl]-1λ6-thietane-1,1-dione